C(CCCCCCC)[SiH](C)C octyl-(dimethyl)silane